5,6-dimethyl-1H-pyrrolo[2,3-b]pyridine-2-carboxylic acid CC=1C=C2C(=NC1C)NC(=C2)C(=O)O